3-[4-fluorophenyl]-1H-Pyrazole FC1=CC=C(C=C1)C1=NNC=C1